C(C)OC1=CC=C(C=C1)C(C)C p-ethoxy-phenyl-dimethylmethane